C(C)(C)\[N+](=C/C(CCCCCCCCC)C)\[O-] {E}-N-isopropyl-2-methylundecan-1-imine oxide